NC=1C=2N(C3=CC(=CC=C3N1)C(=O)N([C@@H]1COC3=C1C=CC(=C3)C(F)(F)F)C)C=NC2C (S)-4-amino-N,3-dimethyl-N-(6-(trifluoromethyl)-2,3-dihydrobenzofuran-3-yl)imidazo[1,5-a]quinoxaline-8-carboxamide